phenyl 3,4,6-tri-O-acetyl-2-azido-2-deoxy-1-seleno-alpha-D-glucopyranoside C(C)(=O)O[C@@H]1[C@H]([C@@H]([Se]C2=CC=CC=C2)O[C@@H]([C@H]1OC(C)=O)COC(C)=O)N=[N+]=[N-]